C(C)C=1C(=CC=C2C=CC=C(C12)C1=C(C=2N=C(N=C(C2C=N1)N([C@H]1CN(CC1)C(C=C)=O)C)OCC12CCCN2CCC1)F)F (R)-1-(3-((7-(8-ethyl-7-fluoronaphthalen-1-yl)-8-fluoro-2-((tetrahydro-1H-pyrrolizin-7a(5H)-yl)methoxy)pyrido[4,3-d]pyrimidin-4-yl)(methyl)amino)pyrrolidin-1-yl)prop-2-en-1-one